N-(6-bromo-5-methylbenzo[d]isoxazol-3-yl)-2,4-dimethoxybenzenesulfonamide BrC1=CC2=C(C(=NO2)NS(=O)(=O)C2=C(C=C(C=C2)OC)OC)C=C1C